tert-butyl 4-(((6-(trifluoromethyl)pyridin-3-yl)oxy)methyl)piperidine-1-carboxylate FC(C1=CC=C(C=N1)OCC1CCN(CC1)C(=O)OC(C)(C)C)(F)F